FC1CNCCC1NC1=CC=CC2=C1SC(=C2CC(F)(F)F)C#CCNC2=C(C=C(C=C2)P(C)(C)=O)OC (4-((3-(7-(((Z)-3-fluoropiperidin-4-yl)amino)-3-(2,2,2-trifluoroethyl)benzo[b]thiophen-2-yl)prop-2-yn-1-yl)amino)-3-methoxyphenyl)dimethylphosphine oxide